gold thioacetanilide C(C)(=S)NC1=CC=CC=C1.[Au]